CON(C(=O)C=1C=CN2C=CC(=CC12)OC)C N,7-dimethoxy-N-methylindolizine-1-carboxamide